ClC1=NC=C(C(=O)NOC)C(=C1)NC1=C(C(=CC=C1)F)N(S(=O)(=O)C)C 6-chloro-4-((3-fluoro-2-(N-methylmethanesulfonamido)phenyl)amino)-N-methoxynicotinamide